[Ti].[Sb]=O.[Sn] tin-antimony oxide titanium